COC(NC1CCC2=C(N(C=C21)S(=O)(=O)CC2=CC=CC=C2)C(NC2=CC(=C(C=C2)F)Cl)=O)=O 1-(3-Chloro-4-fluorophenylcarbamoyl)-2-toluenesulfonyl-2,4,5,6-tetrahydrocyclopenta[c]pyrrol-4-ylcarbamic acid methyl ester